2-amino-N-((5-(4-ethylthiazol-5-yl)pyridin-2-yl)methyl)-N',3-dimethyl-N'-(pyrimidin-2-yl)quinoline-6-carbohydrazide NC1=NC2=CC=C(C=C2C=C1C)C(=O)N(N(C1=NC=CC=N1)C)CC1=NC=C(C=C1)C1=C(N=CS1)CC